C1(=CC=CC2=CC=CC=C12)NC1=CC=C(C=C1)NC1=CC=CC2=CC=CC=C12 N,N'-di(naphthyl)p-phenylenediamine